O=C1N2C(CSC2CCC1N)C(=O)O 2-oxo-3-amino-7-thia-1-azabicyclo[4.3.0]Nonane-9-carboxylic acid